C=1N=CN2C1C1=CC=CC=C1[C@@H]2C2(COCCC2)O 3-((R)-5H-imidazo[5,1-a]isoindol-5-yl)tetrahydro-2H-pyran-3-ol